6-fluoro-2-(piperidin-1-yl)-9H-chromeno[2,3-d]thiazol-9-one FC=1C=CC=2C(C3=C(N=C(S3)N3CCCCC3)OC2C1)=O